CN1CC(CC1)SC=1NC2=CC=CC=C2CN1 2-((1-methylpyrrolidin-3-yl)thio)-1,4-dihydroquinazoline